9,9-bis(hydroxymethylphenyl)fluorene OCC1=C(C=CC=C1)C1(C2=CC=CC=C2C=2C=CC=CC12)C1=C(C=CC=C1)CO